gallium tribromide [Ga](Br)(Br)Br